N-(3-isopropoxypropyl)amine C(C)(C)OCCCN